COC(CO)CCCCCCCCC nonylethylene glycol monomethyl ether